4-(3-((7H-pyrrolo[2,3-d]pyrimidin-4-yl)amino)-4-(4-methylpiperazin-1-yl)phenyl)-2-(thiazol-2-yl)but-3-yn-2-ol N1=CN=C(C2=C1NC=C2)NC=2C=C(C=CC2N2CCN(CC2)C)C#CC(C)(O)C=2SC=CN2